cesium iodine potassium [K].[I].[Cs]